CC(C=COCC=C(C)C)=C trans-prenyl (3-methylbutadienyl) ether